ethyl P-((5-(5-(chlorodifluoromethyl)-1,2,4-oxadiazol-3-yl)pyridin-2-yl)methyl)-N-(3-methoxybenzyl)phosphonamidate ClC(C1=NC(=NO1)C=1C=CC(=NC1)CP(OCC)(=O)NCC1=CC(=CC=C1)OC)(F)F